propylene glycol monopotassium salt [K].C(C(C)O)O